C(\C=C/CCCCCCCCCC)O (Z)-tridec-2-en-1-ol